N1=CC(=CC=C1)C1=NOC2(C1C1CCC2C1)C(=O)NC=1C=C2C(=NC1)NC=C2 3-(Pyridin-3-yl)-N-(1H-pyrrolo[2,3-b]pyridin-5-yl)-3a,4,5,6,7,7a-hexahydro-4,7-methanobenzo[d]isoxazole-7a-carboxamide